copper-zinc-magnesium [Mg].[Zn].[Cu]